C(C)O[Si](CCCSP(=S)(SCCC[Si](OCC)(OCC)OCC)SCCC[Si](OCC)(OCC)OCC)(OCC)OCC tris-(3-triethoxysilyl-1-propyl)tetrathiophosphate